N[C@H](C(=O)O)CC1=CC=C(C=C1)C=1C=C2CC(NC2=CC1)=O (S)-2-amino-3-(4-(2-oxoindolin-5-yl)phenyl)propanoic acid